2-butyl-1-((2'-(N-(4,5-dimethylisoxazol-3-yl)sulfamoyl)-2-(ethoxymethyl)-[1,1'-biphenyl]-4-yl)methyl)-4-methyl-N-(1-methyl-1H-pyrazol-4-yl)-6-oxo-1,6-dihydropyrimidine-5-carboxamide C(CCC)C=1N(C(C(=C(N1)C)C(=O)NC=1C=NN(C1)C)=O)CC1=CC(=C(C=C1)C1=C(C=CC=C1)S(NC1=NOC(=C1C)C)(=O)=O)COCC